NC[C@@H](O)C=1C(=C2COC(C2=CC1)=O)C (S)-5-(2-amino-1-hydroxyethyl)-4-methyl-isobenzofuran-1(3H)-one